2-(3-(2-(2-Aminoethoxy)ethoxy)propionylamino)-N-(5-methylpyrazin-2-yl)benzamide NCCOCCOCCC(=O)NC1=C(C(=O)NC2=NC=C(N=C2)C)C=CC=C1